2-bromo-N-(5-(2-(cyclopentylamino)acetamido)-2-methylpyridin-3-yl)pyrazolo[5,1-b]thiazole-7-carboxamide BrC1=CN2C(S1)=C(C=N2)C(=O)NC=2C(=NC=C(C2)NC(CNC2CCCC2)=O)C